3,N3,N6,N6-tetramethyl-9H-carbazole-3,6-diamine CC1(CC=C2NC3=CC=C(C=C3C2=C1)N(C)C)NC